N1(C=NC=C1)C1=NC(=CC(=N1)C(=O)NC1CCC(CC1)OCC(C)(C)OC)C 2-(1H-imidazol-1-yl)-N-((1r,4r)-4-(2-methoxy-2-methylpropoxy)cyclohexyl)-6-methylpyrimidine-4-carboxamide